tert-butyl (2S,6S)-4-[8-({8-methoxy-2-methylimidazo[1,2-a]pyrazin-6-yl}carbamoyl)-2-(2-methoxyethoxy)quinolin-5-yl]-2,6-dimethylpiperazine-1-carboxylate COC=1C=2N(C=C(N1)NC(=O)C=1C=CC(=C3C=CC(=NC13)OCCOC)N1C[C@@H](N([C@H](C1)C)C(=O)OC(C)(C)C)C)C=C(N2)C